CN(C1(CCC2(CN(C(N2)=O)C=2C(=NC(=NC2)C)C)CC1)C1=CC=CC=C1)C cis-8-dimethylamino-3-(2,4-dimethyl-pyrimidin-5-yl)-8-phenyl-1,3-diazaspiro[4.5]decan-2-one